Cl.CC1=C(C=CC(=C1)S(N[C@H](C)C1CCNCC1)(=O)=O)NC(=O)C1CCCCC1 (R)-N-(2-methyl-4-(N-(1-(piperidin-4-yl)ethyl)sulfamoyl)phenyl)cyclohexanecarboxamide hydrochloride